N-[(2-amino-3-chloroquinolin-7-yl)methyl]-6-(3,3-difluoroazetidin-1-yl)-N-(2-methanesulfonylpyridin-3-yl)pyridine-3-carboxamide NC1=NC2=CC(=CC=C2C=C1Cl)CN(C(=O)C=1C=NC(=CC1)N1CC(C1)(F)F)C=1C(=NC=CC1)S(=O)(=O)C